C(C(CC(C)C(=O)O)C(=O)O)C(=O)O pentane-1,2,4-tricarboxylic acid